(S)-3-isopropyl-4-(2-oxo-1,2-dihydropyridine-4-carbonyl)-1,3,4,5-tetrahydro-2H-benzo[e][1,4]diazepin-2-one C(C)(C)[C@@H]1N(CC2=C(NC1=O)C=CC=C2)C(=O)C2=CC(NC=C2)=O